Cl.COC1=C(C=CC(=C1)N1CC[NH2+]CC1)C1C(NC(CC1)=O)=O 3-(2-methoxy-4-piperazin-4-ium-1-yl-phenyl)piperidine-2,6-dione hydrochloride